FC1(CC2(C1)CCN(CC2)CCCCCCCNC2=C1C(N(C(=NC1=CC=C2)C)C2C(NC(CC2)=O)=O)=O)F 3-(5-((7-(2,2-difluoro-7-azaspiro[3.5]nonan-7-yl)heptyl)amino)-2-methyl-4-oxoquinazolin-3(4H)-yl)piperidine-2,6-dione